CN1C(C=C(C=C1)C=1C(=NN(C1)C)COC1=CC=C(C=C1)C1=CC=CC=2N(C=NC21)C)=O 1-Methyl-4-(1-methyl-3-{[4-(1-methyl-1H-benzimidazol-4-yl)phenoxy]methyl}-1H-pyrazol-4-yl)pyridine-2(1H)-one